CC1=C(C(=CC=C1)O)C(=O)O The molecule is a monohydroxybenzoic acid that is salicylic acid in which the hydrogen ortho to the carboxylic acid group is substituted by a methyl group. It has a role as a Penicillium metabolite and a plant metabolite. It derives from a salicylic acid. It is a conjugate acid of a 6-methylsalicylate.